Cl.ClC1=C(C2=C(N(C1=O)C)CNC2)C 3-Chloro-1,4-dimethyl-1,5,6,7-tetrahydro-2H-pyrrolo[3,4-b]pyridin-2-one Hydrochloride